1-(dibenzylamino)-4-(pyridin-4-yl)butan-2-one tert-butyl-6-[6-[2,6-difluoro-3-[(2,2,2-trifluoroacetyl)amino]benzoyl]-4-oxo-quinazolin-3-yl]-2-azaspiro[3.3]heptane-2-carboxylate C(C)(C)(C)OC(=O)N1CC2(C1)CC(C2)N2C=NC1=CC=C(C=C1C2=O)C(C2=C(C(=CC=C2F)NC(C(F)(F)F)=O)F)=O.C(C2=CC=CC=C2)N(CC(CCC2=CC=NC=C2)=O)CC2=CC=CC=C2